C1(CC1)CC1=NN=C2N1C1=CC(=CC=C1C(=N2)NC2=CC=CC=C2)[N+](=O)[O-] (cyclopropylmethyl)-8-nitro-N-phenyl-[1,2,4]triazolo[4,3-a]quinazolin-5-amine